F[C@@H]1CN(CC1)[C@H]1COC2=CC=CC=C2[C@@H]1NC=1C2=C(N=CN1)NC(=C2)C(F)(F)F N-((3R,4S)-3-((S)-3-Fluoropyrrolidin-1-Yl)Chroman-4-Yl)-6-(Trifluoromethyl)-7H-Pyrrolo[2,3-D]Pyrimidin-4-Amine